O1C=NC=C1C1=NN2C(=NC=3C=CC=CC3C2=C1)N 2-(oxazol-5-yl)pyrazolo[1,5-c]quinazolin-5-amine